N1C(N=CC=2N=C3N(C12)C1(C=N3)CCCCC1)N dihydrospiro[cyclohexane-1,8'-imidazo[1,2-e]purine]-2'-amine